COC1=NC=CC(=C1)C1CN(C1)[C@H]1[C@H](CCCC1)OC=1C=C2CN(C(C2=CC1)=O)C1C(NC(CC1)=O)=O 3-(5-(((1S,2R)-2-(3-(2-meth-oxypyridin-4-yl)azetidin-1-yl)cyclohexyl)oxy)-1-oxoisoindolin-2-yl)piperidine-2,6-dione